ClC=1C=C(C=CC1O)C=CC(=O)C1=CC=C(C=C1)SC 3-(3-Chloro-4-hydroxyphenyl)-1-(4-methylsulfanylphenyl)prop-2-en-1-one